N-(3-fluoro-4-((1-isopropyl-2-oxo-2,3-dihydro-1H-imidazo[4,5-b]pyridine-7-yl)oxy)phenyl)-1-phenyl-5-(trifluoromethyl)-1H-imidazole-4-carboxamide FC=1C=C(C=CC1OC1=C2C(=NC=C1)NC(N2C(C)C)=O)NC(=O)C=2N=CN(C2C(F)(F)F)C2=CC=CC=C2